CC1=C(C=C(C=C1)[N+](=O)[O-])C1=CC(=NC=C1)C1=CC(=NC=C1)N 4-(2-methyl-5-nitrophenyl)-[2,4'-bipyridin]-2'-amine